(3R,4S)-3-((5-(5,7-difluoro-2-(4-fluorophenyl)-1H-indol-3-yl)-1,3,4-oxadiazol-2-yl)amino)-4-hydroxypyrrolidin-2-one FC=1C=C2C(=C(NC2=C(C1)F)C1=CC=C(C=C1)F)C1=NN=C(O1)N[C@H]1C(NC[C@@H]1O)=O